BrC1=CC(=CC2=C1N(C(=N2)C=O)CC(F)(F)F)NC2CCN(CC2)C 7-bromo-5-((1-methylpiperidin-4-yl)amino)-1-(2,2,2-trifluoroethyl)-1H-benzo[d]imidazole-2-carbaldehyde